methyl (E)-2-(2-(3-methoxyphenoxy)phenyl)-3-methoxyacrylate COC=1C=C(OC2=C(C=CC=C2)/C(/C(=O)OC)=C\OC)C=CC1